N1C(=NC=C1)C1=CC=C(C(=N1)C)N1CCC(CC1)CC1=CC(=NC=N1)NC(=O)NCC 1-(6-((1-(6-(1H-imidazol-2-yl)-2-methylpyridin-3-yl)piperidin-4-yl)methyl)pyrimidin-4-yl)-3-ethylurea